4-amino-1-(4-chlorophenyl)-3-(1-(tetrahydro-2H-pyran-2-yl)-1H-benzo[d][1,2,3]triazol-6-yl)-7-(trifluoromethyl)-1,8-naphthyridin-2(1H)-one NC1=C(C(N(C2=NC(=CC=C12)C(F)(F)F)C1=CC=C(C=C1)Cl)=O)C=1C=CC2=C(N(N=N2)C2OCCCC2)C1